3-tert-Butoxy-2-[(trifluoromethanesulfonyl)oxy]propionic acid ethyl ester C(C)OC(C(COC(C)(C)C)OS(=O)(=O)C(F)(F)F)=O